11-((3-Methoxypropyl)amino)-6-methyl-3-phenoxy-6,11-dihydrodibenzo[c,f][1,2]thiazepine 5,5-dioxide COCCCNC1C2=C(N(S(C3=C1C=CC(=C3)OC3=CC=CC=C3)(=O)=O)C)C=CC=C2